dicesium(1+) carbonate C([O-])([O-])=O.[Cs+].[Cs+]